S(=O)(=O)([O-])[O-].[Ca+2].NC1CCC(CC1)NC(C=C)=O N-((1S,4S)-4-aminocyclohexyl)acrylamide Calcium Sulfate